C(C1=CC=CC=C1)OC1CC(C1)C(C)=O 1-(3-(benzyloxy)cyclobutyl)ethan-1-one